C(C)C(CN(CC(CCCC)CC)C(=O)CNCC(=O)O)CCCC N-[N,N-bis(2-ethylhexyl)aminocarbonylmethyl]glycine